tert-butyl 2-(4-{3-[4-(3-carbamoyl-indol-1-yl)-5-fluoro-pyrimidin-2-ylamino]-phenyl}-piperazine-1-carbonyl)-pyrrolidine-1-carboxylate C(N)(=O)C1=CN(C2=CC=CC=C12)C1=NC(=NC=C1F)NC=1C=C(C=CC1)N1CCN(CC1)C(=O)C1N(CCC1)C(=O)OC(C)(C)C